NC1=NC2=CC(=CC=C2C=C1)CN(C(=O)C=1NC(C=CC1)=O)C1=C(C=CC=C1)S(=O)(=O)C N-[(2-aminoquinolin-7-yl)methyl]-N-(2-methanesulfonylphenyl)-6-oxo-1,6-dihydropyridine-2-carboxamide